2-fluorobiphenyl-4-boronic acid FC1=C(C=CC(=C1)B(O)O)C1=CC=CC=C1